N-(1-Adamantylmethyl)-6-[4-[4-(3-hydroxyphenyl)naphthalene-1-carbonyl]piperazin-1-yl]pyridazine-3-carboxamide C12(CC3CC(CC(C1)C3)C2)CNC(=O)C=2N=NC(=CC2)N2CCN(CC2)C(=O)C2=CC=C(C3=CC=CC=C23)C2=CC(=CC=C2)O